C(C)N(CCC1=CNC2=CC(=CC(=C12)OC)C)CC N,N-diethyl-2-(4-methoxy-6-methyl-1H-indol-3-yl)ethan-1-amine